ClC=1C(=NC(=NC1)NC1CCOCC1)C1=CC=C2CN(C(C2=C1)=O)CC(=O)NC(C(C)O)C1=CC=CC=C1 2-(6-{5-Chloro-2-[(oxan-4-yl)amino]pyrimidin-4-yl}-1-oxo-2,3-dihydro-1H-isoindol-2-yl)-N-(2-hydroxy-1-phenylpropyl)-acetamid